1-[3-(4-Chloro-phenyl)adamantan-1-yl]-ethanone ClC1=CC=C(C=C1)C12CC3(CC(CC(C1)C3)C2)C(C)=O